5-((6-(1-((1-(2-(2,6-dioxopiperidin-3-yl)-1,3-dioxoisoindolin-5-yl)pyrrolidin-3-yl)methyl)piperidin-4-yl)pyridazin-3-yl)amino)-3-(piperidin-1-yl)-1,2,4-triazine-6-carboxamide O=C1NC(CCC1N1C(C2=CC=C(C=C2C1=O)N1CC(CC1)CN1CCC(CC1)C1=CC=C(N=N1)NC=1N=C(N=NC1C(=O)N)N1CCCCC1)=O)=O